N-(3-fluoro-4-(4-methylpiperazin-1-yl)phenyl)-6-(2-(trifluoromethyl)phenyl)pyrimido[5,4-c][2,6]naphthyridin-2-amine FC=1C=C(C=CC1N1CCN(CC1)C)NC=1N=CC=2N=C(C=3C=CN=CC3C2N1)C1=C(C=CC=C1)C(F)(F)F